2-(3-Oxa-6-azabicyclo[3.1.1]heptan-6-yl)-N-(6-((3-cyanobicyclo[1.1.1]pentan-1-yl)carbamoyl)benzo[d][1,3]dioxol-5-yl)-6-methoxybenzo[d]thiazole-7-carboxamide C12COCC(N1C=1SC3=C(N1)C=CC(=C3C(=O)NC3=CC1=C(OCO1)C=C3C(NC31CC(C3)(C1)C#N)=O)OC)C2